2-methylthiazole-4-sulfonyl chloride CC=1SC=C(N1)S(=O)(=O)Cl